2-ethyl-6-(methylthio)-1,2-dihydro-3H-pyrazolo[3,4-d]pyrimidin-3-one C(C)N1NC2=NC(=NC=C2C1=O)SC